6-((tert-butoxycarbonyl)amino)-2,2-dimethyl-4-oxo-3,8-dioxa-5,7-diazaundec-5-en-11-oic acid C(C)(C)(C)OC(=O)NC(=NC(OC(C)(C)C)=O)NOCCC(=O)O